(5Z,8Z,11Z,14Z)-5,8,11,14-Eicosatetraenoic acid C(CCC\C=C/C\C=C/C\C=C/C\C=C/CCCCC)(=O)O